tert-butyl N-[(1S)-4-(2-amino-1H-imidazol-1-yl)-1-{[(3R)-1-{3-[(2-{2-[(6-chlorohexyl)oxy]ethoxy}ethyl)carbamoyl]propyl}pyrrolidin-3-yl]carbamoyl}butyl]carbamate NC=1N(C=CN1)CCC[C@@H](C(N[C@H]1CN(CC1)CCCC(NCCOCCOCCCCCCCl)=O)=O)NC(OC(C)(C)C)=O